CC1=C(C(=O)NC2CS(C2)=O)C=CC=C1 2-methyl-N-(cis-1-oxido-3-thietanyl)-benzamide